5-[2-amino-9-[(4-amino-2,6-difluoro-phenyl)methyl]Purin-6-yl]Pyridine NC1=NC(=C2N=CN(C2=N1)CC1=C(C=C(C=C1F)N)F)C=1C=CC=NC1